C(C)(SCC1=CC=C(C=C1)[N+](=O)[O-])=O S-(4-nitrobenzyl) ethanethioate